CC1=CC=C(C=C1)S(=O)(=O)OCCOCCOCCOCCO[Si](C(C)(C)C)(C)C 2,2,3,3-tetramethyl-4,7,10,13-tetraoxa-3-silapentadecan-15-yl 4-methylbenzenesulfonate